BrC1=C(C=C(C(=C1)CCC)Br)CCC 1,4-dibromo-2,5-dipropylbenzene